N[C@@H]1CCCC12CCN(CC2)C=2C(=NC(=C(N2)C)C=2C(=NC=CC2)OC)CO (R)-(3-(1-amino-8-azaspiro[4.5]dec-8-yl)-6-(2-methoxypyridin-3-yl)-5-methylpyrazin-2-yl)methanol